4-(3-(dimethylamino)propoxy)pimelic acid CN(CCCOC(CCC(=O)O)CCC(=O)O)C